Ethyl (2S)-2-(tert-butoxycarbonylamino)-3-(4-methoxyphenyl)propanoate C(C)(C)(C)OC(=O)N[C@H](C(=O)OCC)CC1=CC=C(C=C1)OC